C(C)(C)(C)OC(=O)N1CCC(CC1)CCOCC1CCC(CC1)N1N=C(C(=C1)N)C(F)F 4-(2-(((1R,4R)-4-(4-amino-3-(difluoromethyl)-1H-pyrazol-1-yl)cyclohexyl)methyl-Oxy)ethyl)piperidine-1-carboxylic acid tert-butyl ester